(E)-9-Tetradecenyl acetate C(C)(=O)OCCCCCCCC\C=C\CCCC